2-(3-cyano-6-methyl-4-(trifluoromethyl)pyridin-2-yl)-N-methyl-N-(m-tolyl)isoindoline-1-carboxamide C(#N)C=1C(=NC(=CC1C(F)(F)F)C)N1C(C2=CC=CC=C2C1)C(=O)N(C=1C=C(C=CC1)C)C